tert-butyl (S)-2-((S)-2-acetamido-3-(1-methyl-1H-imidazol-5-yl)propanamido)-6-diazo-5-oxohexanoate C(C)(=O)N[C@H](C(=O)N[C@H](C(=O)OC(C)(C)C)CCC(C=[N+]=[N-])=O)CC1=CN=CN1C